4-chloro-3-(5,7-difluoro-6-(1H-imidazol-1-yl)-4-oxo-1,4-dihydroquinolin-2-yl)benzonitrile ClC1=C(C=C(C#N)C=C1)C=1NC2=CC(=C(C(=C2C(C1)=O)F)N1C=NC=C1)F